C(C)(C)(C)OC(=O)N1CCNC2(C1)CCN(CC2)C2=CC(=CC=C2)COC=O 9-{3-[(formyloxy)methyl]phenyl}-1,4,9-triazaspiro[5.5]undecane-4-carboxylic acid tert-butyl ester